(1S,2S,5R)-ethyl 3-((6-(4-fluorophenoxy)pyridin-3-yl)sulfonyl)-3,8-diazabicyclo[3.2.1]octane-2-carboxylate FC1=CC=C(OC2=CC=C(C=N2)S(=O)(=O)N2[C@@H]([C@@H]3CC[C@H](C2)N3)C(=O)OCC)C=C1